ClC1=C(OC=2C=C(C(=NC2)C(F)(F)F)F)C=CC(=C1)OC(F)(F)F 5-[2-chloro-4-(trifluoromethoxy)phenoxy]-3-fluoro-2-(trifluoromethyl)pyridine